3-((1,1-difluorohexyl)oxy)-4-(1-(fluoromethyl)-1,2,5,6-tetrahydropyridin-3-yl)-1,2,5-thiadiazole FC(CCCCC)(F)OC1=NSN=C1C=1CN(CCC1)CF